2-fluoro-2-methyltetrahydro-1H-pyrrolizine FC1(CC2CCCN2C1)C